3-(((6-chloro-2-(trifluoromethyl)quinolin-4-yl)amino)methyl)-N'-cyano-3-(4-fluorophenyl)azetidine-1-carboximidamide ClC=1C=C2C(=CC(=NC2=CC1)C(F)(F)F)NCC1(CN(C1)C(N)=NC#N)C1=CC=C(C=C1)F